(±)-trans-tertbutyl-3-ethoxy-4-hydroxypiperidine-1-carboxylate C(C)(C)(C)OC(=O)N1C[C@H]([C@@H](CC1)O)OCC |r|